D-rhamnose O=C[C@@H](O)[C@@H](O)[C@H](O)[C@H](O)C